5-bromo-6-fluoro-N-methylbenzo[d]oxazol-2-amine BrC=1C(=CC2=C(N=C(O2)NC)C1)F